7-chloro-5-cyclopropoxy-8-fluoro-2-(methylthio)pyrido[4,3-d]pyrimidin-4-ol ClC1=C(C=2N=C(N=C(C2C(=N1)OC1CC1)O)SC)F